4-t-butyldimethylsilyloxy-ethylpyridine [Si](C)(C)(C(C)(C)C)OC1=CC(=NC=C1)CC